2-amino-7-fluoro-4-(2-(((2R,7aS)-2-fluorotetrahydro-1H-pyrrolizin-7a(5H)-yl)methoxy)-4-(methyl((R)-pyrrolidin-3-yl)amino)pyrido[2,3-d]pyrimidin-7-yl)benzo[b]thiophene-3-carbonitrile NC1=C(C2=C(S1)C(=CC=C2C=2C=CC1=C(N=C(N=C1N([C@H]1CNCC1)C)OC[C@]13CCCN3C[C@@H](C1)F)N2)F)C#N